BrC=1C(=NN(C1NC(OC(C)(C)C)=O)C)C tert-butyl (4-bromo-1,3-dimethyl-1H-pyrazol-5-yl)carbamate